2-(6-deuterio-2-morpholino-[1,2,4]triazolo[1,5-a]pyrimidin-5-yl)-3-methyl-5-(trifluoromethyl)phenol [2H]C=1C(=NC=2N(C1)N=C(N2)N2CCOCC2)C2=C(C=C(C=C2C)C(F)(F)F)O